3-methyl-phenyl-alanine CC=1C=C(C=CC1)N[C@@H](C)C(=O)O